C1CCC2=C(C=3CCCC3C=C12)NC(=O)N=[S@@](=O)(NC)C1=CN=C(S1)C(C)(C)O (R)-N'-((1,2,3,5,6,7-hexahydro-s-indacen-4-yl)carbamoyl)-2-(2-hydroxypropan-2-yl)-N-methylthiazole-5-sulfonimidamide